C(C=CC1=CC=CC=C1)(=O)C1C(C2=CC=CC=C2CC1)=O 2-cinnamoyl-1-tetralone